chloromethyl (tert-butoxycarbonyl)-L-alaninate C(C)(C)(C)OC(=O)N[C@@H](C)C(=O)OCCl